C(C)(=O)N[C@H]1[C@@H](O[C@@H]([C@H]([C@@H]1O)O)CO)O[C@@H]1[C@H]([C@@H](O[C@@H]([C@@H]1O)CO)O[C@@H]([C@@H]([C@H](C=O)O)O)[C@H](O)CO)O 2-Acetamido-2-deoxy-β-D-glucopyranosyl-(1->3)-β-D-galactopyranosyl-(1->4)-D-glucose